tristearoyl-sorbitol triphosphite P(O)(O)O.P(O)(O)O.P(O)(O)O.C(CCCCCCCCCCCCCCCCC)(=O)[C@@](C(O)(C(CCCCCCCCCCCCCCCCC)=O)C(CCCCCCCCCCCCCCCCC)=O)(O)[C@@H](O)[C@H](O)[C@H](O)CO